CCCCCCCCCCCCCCCCCC(=O)OCC(CO)O triglyceryl monostearate